2-(2,4-diisopropyl-6-methoxypyridin-3-yl)-N-((5-(2-hydroxypropan-2-yl)thiazol-2-yl)sulfonyl)acetamide C(C)(C)C1=NC(=CC(=C1CC(=O)NS(=O)(=O)C=1SC(=CN1)C(C)(C)O)C(C)C)OC